(S)-4-(((3-hydroxytetrahydrofuran-3-yl)methyl)amino)-6-methyl-1-(4-(trifluoromethyl)phenyl)pyrido[3,4-d]pyridazin-5(6H)-one O[C@]1(COCC1)CNC=1N=NC(=C2C1C(N(C=C2)C)=O)C2=CC=C(C=C2)C(F)(F)F